2-hexyldecyl 9-(6-bromo-N-hexylhexanamido)nonanoate 2-Hexyldecyl-9-(6-bromo-N-hexylhexanamido)nonanoate C(CCCCC)C(COC(CCCCCCCCN(C(CCCCCBr)=O)CCCCCC)=O)CCCCCCCC.BrCCCCCC(=O)N(CCCCCC)CCCCCCCCC(=O)OCC(CCCCCCCC)CCCCCC